C(C)[C@H]1CCC(N1C1CCN(CC1)C=1C=CN(C=CC1)C1=NC(=NO1)C)=O (5S)-5-ethyl-1-{1-[1-(3-methyl-1,2,4-oxadiazol-5-yl)azepin-4-yl]piperidin-4-yl}pyrrolidin-2-one